C1(CCCCC1)[C@@H](C(=O)NC1=CC=C(C=C1)[C@@H]([C@H](C(=O)N1CCN(CC1)C)NC(CC)=O)C)NC(=O)C=1C(=NOC1)CC N-[(2R,3S)-3-{4-[(2S)-2-cyclohexyl-2-[(3-ethyl-1,2-oxazol-4-yl)formamido]acetamido]phenyl}-1-(4-methylpiperazin-1-yl)-1-oxobutan-2-yl]propanamide